3-(5-((1-(6-chloro-3-methyl-1H-indole-2-carbonyl)piperidin-4-yl)ethynyl)-4-fluoro-1-oxoisoindolin-2-yl)piperidine-2,6-dione ClC1=CC=C2C(=C(NC2=C1)C(=O)N1CCC(CC1)C#CC=1C(=C2CN(C(C2=CC1)=O)C1C(NC(CC1)=O)=O)F)C